CC1=CC(=NN1C1=CC=C(C=C1)OC(F)(F)F)C1CCN(CC1)C(=O)OC(C)(C)C tertbutyl 4-[5-methyl-1-[4-(trifluoromethoxy)phenyl]pyrazol-3-yl]piperidine-1-carboxylate